1H-pyrido[2,3-b][1,4]oxazin-2-one trifluoroacetate FC(C(=O)O)(F)F.N1C2=C(OCC1=O)N=CC=C2